1-(2-(4-((3-Chloro-2-fluorophenyl)amino)pyrido[3,2-d]pyrimidin-6-yl)-2,6-diazaspiro[3.4]octan-6-yl)prop-2-en-1-one ClC=1C(=C(C=CC1)NC=1C2=C(N=CN1)C=CC(=N2)N2CC1(C2)CN(CC1)C(C=C)=O)F